N-(1H-indol-4-yl)-[1,2,4]triazolo[4,3-a]pyridin-3-amine N1C=CC2=C(C=CC=C12)NC1=NN=C2N1C=CC=C2